N-(5-((5-chloro-4-((1-(ethylsulfonyl)indolin-7-yl)amino)pyrimidin-2-yl)amino)-4-methoxy-2-(methyl(2-(pyrrolidin-1-yl)ethyl)amino)phenyl)acrylamide ClC=1C(=NC(=NC1)NC=1C(=CC(=C(C1)NC(C=C)=O)N(CCN1CCCC1)C)OC)NC=1C=CC=C2CCN(C12)S(=O)(=O)CC